ClC1=NC(=CC=C1OC1CN(C1)C(=O)OCCCC)C butyl 3-((2-chloro-6-methylpyridin-3-yl)oxy)azetidine-1-carboxylate